CC=1NC=2C(=C(C(=C3C2C1CCNC3=O)C)F)C 2,7,9-trimethyl-8-fluoro-1,3,4,5-tetrahydro-6H-azepino[5,4,3-cd]indol-6-one